C(O)([O-])=O.[NH+]1=C2N(CCC1)CCC2 2,3,4,6,7,8-hexahydropyrrolo[1,2-a]pyrimidin-1-ium hydrogen carbonate